ClC1=CC(=C(C(=C1)C)C1=CC(=C2C(=N1)N=C(O2)N[C@H]2CN(CCC2)C)N2C(CCC2)=O)O |r| 1-[5-(4-Chloro-2-hydroxy-6-methyl-phenyl)-2-[[rac-(3R)-1-methyl-3-piperidyl]amino]oxazolo[4,5-b]pyridin-7-yl]pyrrolidin-2-one